COC1=CC=C(C=C1)CO[C@H](CC1OC1)C 2-[(2S)-2-[(4-methoxyphenyl)methoxy]-propyl]oxirane